(S)-tert-butyl (2-ethyl-1-oxo-4-((1-(4-(p-tolyloxy)phenyl)ethyl) amino)-2,3-dihydro-1H-pyrrolo[3,4-c]pyridin-6-yl)carbamate C(C)N1CC=2C(=NC(=CC2C1=O)NC(OC(C)(C)C)=O)N[C@@H](C)C1=CC=C(C=C1)OC1=CC=C(C=C1)C